2-(((2,6-diisopropylphenoxy)(ethoxy)phosphoryl)amino)-2-methylpropanoic acid isopropyl ester C(C)(C)OC(C(C)(C)NP(=O)(OCC)OC1=C(C=CC=C1C(C)C)C(C)C)=O